Benzyl (S)-2-(cyanomethyl)-4-(2-(((S)-1-methylpyrrolidin-2-yl)methoxy)-5,6,7,8-tetrahydropyrido[3,4-d]pyrimidin-4-yl)piperazine-1-carboxylate bis-trifluoroacetate Salt FC(C(=O)O)(F)F.FC(C(=O)O)(F)F.C(#N)C[C@@H]1N(CCN(C1)C=1C2=C(N=C(N1)OC[C@H]1N(CCC1)C)CNCC2)C(=O)OCC2=CC=CC=C2